3-(tetrahydrofuran-3-yl)-2,3,4,5-tetrahydro-1H-benzo[d]azepine-7-amine O1CC(CC1)N1CCC2=C(CC1)C=C(C=C2)N